FC1CN(C1)CC#C 3-Fluoro-1-(prop-2-yn-1-yl)azetidine